CC=1C=C(C=NC1N1CC=2C=C(C=NC2CC1)CC(F)(F)F)C(=O)N1CCOCC1 (5-Methyl-6-(3-(2,2,2-trifluoroethyl)-7,8-dihydro-1,6-naphthyridin-6(5H)-yl)pyridin-3-yl)(morpholino)methanone